N-(2-methyl-5-[1-[(4-methyl-4H-1,2,4-triazol-3-yl)sulfanyl]ethyl]-1,3-benzoxazol-7-yl)-6-(trifluoromethyl)pyridine-2-carboxamide CC=1OC2=C(N1)C=C(C=C2NC(=O)C2=NC(=CC=C2)C(F)(F)F)C(C)SC2=NN=CN2C